3β-Cholesterol CC(C)CCC[C@@H](C)[C@H]1CC[C@H]2[C@@H]3CC=C4C[C@@H](O)CC[C@]4(C)[C@H]3CC[C@]12C